CC1=NC=CC(=C1C(=O)OCC)SC(F)(F)F Ethyl 2-methyl-4-[(trifluoromethyl)sulfanyl]pyridine-3-carboxylate